The molecule is a pteridine that is lumazine substituted with a 1,5-dideoxy-1-D-ribityl group at position 8 and a methyl group at position 7; one of 20 modifications to the potent microbial riboflavin-based metabolite antigen 5-(2-oxopropylideneamino)-6-D-ribityl aminouracil (5-OP-RU), an activator of mucosal-associated invariant T (MAIT) cells when presented by the MR1 protein (reported in MED:32123373). It derives from a lumazine and a ribitol. CC1=CN=C2C(=O)NC(=O)N=C2N1C[C@@H]([C@@H]([C@@H](C)O)O)O